OC1(C(C23C(=C(C(C2=C(C12CC2)C)C(=C3)C)C(=O)OC)C(=O)OC)=O)C dimethyl 5'-hydroxy-5',7',9'-trimethyl-4'-oxo-4',5'-dihydro-1'H-spiro[cyclopropane-1,6'-[1,3a]ethenoindene]-2',3'-dicarboxylate